(R)-4-(6-(4-(3-amino-2-phenylpropionyl)piperazin-1-yl)pyridin-3-yl)-6-(1-methyl-1H-pyrazol-4-yl)pyrazolo[1,5-a]Pyrazine NC[C@H](C(=O)N1CCN(CC1)C1=CC=C(C=N1)C=1C=2N(C=C(N1)C=1C=NN(C1)C)N=CC2)C2=CC=CC=C2